C(C)OC(=O)C=1C(=NN(C1C)C=1C=NC(=CC1)NC(=O)OC(C)(C)C)C.CC1OC(CN(C1)C=1C=C2C=CC(=CC2=CC1)NC1CCC(CC1)C(=O)N)C (1s,4s)-4-((6-(2,6-dimethylmorpholino)naphthalen-2-yl)amino)cyclohexane-1-carboxamide Ethyl-1-(6-((tert-butoxycarbonyl)amino)pyridin-3-yl)-3,5-dimethyl-1H-pyrazole-4-carboxylate